NC1=NC(=C2N=CN(C2=N1)[C@H]1C=C[C@H](C1)COP(=O)(OC1=CC=CC=C1)N[C@@H](C)C(=O)OC(C)C)Cl Isopropyl ((((1S,4R)-4-(2-amino-6-chloro-9H-purin-9-yl)cyclopent-2-en-1-yl)methoxy)(phenoxy)phosphoryl)-L-alaninate